2-(4-fluorophenyl)-N-{4-[(7RS)-5-methyl-4-oxo-3-(1,3-thiazol-4-ylamino)-7-(2,2,2-trifluoroethyl)-4,5,6,7-tetrahydro-1H-pyrrolo[3,2-c]pyridin-2-yl]pyridin-2-yl}acetamide FC1=CC=C(C=C1)CC(=O)NC1=NC=CC(=C1)C1=C(C=2C(N(C[C@H](C2N1)CC(F)(F)F)C)=O)NC=1N=CSC1 |r|